[1-[4-(trifluoromethoxy)phenyl]indazol-3-yl]methylamine FC(OC1=CC=C(C=C1)N1N=C(C2=CC=CC=C12)CN)(F)F